NC1=CC=C(C=C1)NC1=NC(=NC=C1Cl)NC1=C(C=C(C=C1)N1CCC(CC1)N1CCN(CC1)C)OC N4-(4-aminophenyl)-5-chloro-N2-{2-methoxy-4-[4-(4-methylpiperazin-1-yl)piperidin-1-yl]phenyl}pyrimidine-2,4-diamine